6-amino-2'-(((2R,7aS)-2-fluorotetrahydro-1H-pyrrolizin-7a(5H)-yl)methoxy)-4'-(1,4-oxazepan-4-yl)-5',8'-dihydrospiro[isochromane-4,7'-pyrano[4,3-d]pyrimidine]-5-carbonitrile NC1=C(C2=C(C=C1)COCC21CC=2N=C(N=C(C2CO1)N1CCOCCC1)OC[C@]12CCCN2C[C@@H](C1)F)C#N